ClC1=NC=C2C=C(C(N(C2=C1)C)=O)C(=O)O 7-Chloro-1-methyl-2-oxo-1,2-dihydro-1,6-naphthyridine-3-carboxylic acid